3-(5-(((S)-1-((2-((2R,6R)-2,6-Dimethyltetrahydro-2H-pyran-4-yl)quinolin-6-yl)methyl)pyrrolidin-3-yl)oxy)-1-oxoisoindolin-2-yl)piperidine-2,6-dione C[C@H]1O[C@@H](CC(C1)C1=NC2=CC=C(C=C2C=C1)CN1C[C@H](CC1)OC=1C=C2CN(C(C2=CC1)=O)C1C(NC(CC1)=O)=O)C